FC1=CC=C(C=C1)C1=CC(=CC=2C=C(OC21)CNC(OC(C)(C)C)=O)C2=CC=C(C=C2)C(F)(F)F tert-Butyl (7-(4-fluorophenyl)-5-(4-(trifluoromethyl)phenyl)benzofuran-2-yl)methylcarbamate